NC1=NC=CC2=CC(=CC=C12)CNC(C1=CN=C(C(=C1)Cl)Cl)=O N-(1-amino-isoquinolin-6-ylmethyl)-5,6-dichloro-nicotinamide